tert-butyl 2-((1-methylcyclopropane-1-carboxamido) methyl)-6-(1-(5-methylisoxazol-3-yl) propan-2-yl)-1H-indole-1-carboxylate CC1(CC1)C(=O)NCC=1N(C2=CC(=CC=C2C1)C(CC1=NOC(=C1)C)C)C(=O)OC(C)(C)C